tert-butyl N-[3-[[2-[4-(2,6-dibenzyloxy-3-pyridyl)phenoxy]acetyl]amino]propyl]carbamate C(C1=CC=CC=C1)OC1=NC(=CC=C1C1=CC=C(OCC(=O)NCCCNC(OC(C)(C)C)=O)C=C1)OCC1=CC=CC=C1